Cl.Cl.N1C(CC=2C1=NC=CC2)=O 1H-pyrrolo[2,3-b]Pyridin-2-one dihydrochloride